2-((R,6E,10E)-16-fluoro-15-(fluoromethyl)-3-hydroxy-3,7,11-trimethylhexadeca-6,10,14-trien-1-yl)-3,5,6-trimethylcyclohexa-2,5-diene-1,4-dione FCC(=CCC/C(=C/CC/C(=C/CC[C@@](CCC=1C(C(=C(C(C1C)=O)C)C)=O)(C)O)/C)/C)CF